(2S,3S)-3-((2-(2-chloro-5H-pyrrolo[2,3-b]pyrazin-7-yl)-6-(5-cyanothiophen-2-yl)-5-fluoropyrimidin-4-yl)amino)bicyclo[2.2.2]octane-2-carboxylic acid ClC=1N=C2C(=NC1)NC=C2C2=NC(=C(C(=N2)N[C@@H]2[C@H](C1CCC2CC1)C(=O)O)F)C=1SC(=CC1)C#N